(2S)-2-[(4-tert-butylphenyl)formamido]-3-phenylpropanoic acid C(C)(C)(C)C1=CC=C(C=C1)C(=O)N[C@H](C(=O)O)CC1=CC=CC=C1